5-amino-N-benzyl-6-[5-(hydroxymethyl)-1,3,4-oxadiazol-2-yl]-N-methyl-pyridine-3-sulfonamide NC=1C=C(C=NC1C=1OC(=NN1)CO)S(=O)(=O)N(C)CC1=CC=CC=C1